2-[3-(2H-benzotriazol-2-yl)-4-hydroxyphenyl]ethanol N=1N(N=C2C1C=CC=C2)C=2C=C(C=CC2O)CCO